O=C1N(C=CC=C1)C1=NNC=C1NC(=O)C=1C=NN2C1N=CC=C2 N-(3-(2-oxopyridin-1(2H)-yl)-1H-pyrazol-4-yl)pyrazolo[1,5-a]pyrimidine-3-carboxamide